1-(5-tert-butyl-isoxazol-3-yl)-3-[4-(2-methyl-benzoimidazol-1-yl)-phenyl]-urea C(C)(C)(C)C1=CC(=NO1)NC(=O)NC1=CC=C(C=C1)N1C(=NC2=C1C=CC=C2)C